19-chloro-4,6,8,10,12,14,16-heptamethylnonadecyl heptyloxymethyl ether C(CCCCCC)OCOCCCC(CC(CC(CC(CC(CC(CC(CCCCl)C)C)C)C)C)C)C